(R)-3-(1-oxo-5-(piperazin-1-yl)isoindolin-2-yl)piperidine O=C1N(CC2=CC(=CC=C12)N1CCNCC1)[C@H]1CNCCC1